N-(3-Trifluoromethylphenyl)-piperazine FC(C=1C=C(C=CC1)N1CCNCC1)(F)F